2-(5-cyclopropyl-3-(2,6-dichlorophenyl)isoxazol-4-yl)acetaldehyde C1(CC1)C1=C(C(=NO1)C1=C(C=CC=C1Cl)Cl)CC=O